1,4-dimethylpiperidinium acetate C(C)(=O)[O-].C[NH+]1CCC(CC1)C